ClC1=C(C#N)C=CC(=C1)F 2-chloro-4-fluoro-benzonitrile